2-[4-[[[6-[cyclopropyl-[[4-(trifluoromethyl)phenyl]methyl]amino]-5-fluoro-pyrimidin-4-yl]amino]methyl]-1,1-dioxo-thian-4-yl]acetic acid C1(CC1)N(C1=C(C(=NC=N1)NCC1(CCS(CC1)(=O)=O)CC(=O)O)F)CC1=CC=C(C=C1)C(F)(F)F